Benzyl octane-6-carboxylate CCCCCC(CC)C(=O)OCC1=CC=CC=C1